NC1=NC2=CC=C(C=C2C=N1)C=1C(=C(C=CC1F)NS(=O)(=O)C1=C(C=CC(=C1)Cl)C(F)(F)F)F N-[3-(2-aminoquinazolin-6-yl)-2,4-difluorophenyl]-5-chloro-2-(trifluoromethyl)benzene-1-sulfonamide